4-phenylisophthalaldehyde C1(=CC=CC=C1)C1=C(C=C(C=O)C=C1)C=O